ClC=1C=NC=C(C1[C@@H](C)OC=1C=C2C(=NNC2=CC1)C1=C(C=C2CN(CC2=C1)C)NC(C=C)=O)Cl (R)-N-(6-(5-(1-(3,5-dichloropyridin-4-yl)ethoxy)-1H-indazol-3-yl)-2-methyl-isoindolin-5-yl)acrylamide